C1(=CC=CC=C1)C(C=C(C1=CC=CC=C1)C1=CC=CC=C1)Br.[PH4+] Phosphonium triphenyl-2-propen-1-yl bromide